2-(trifluoromethyl)pyrimidin-5-amine FC(C1=NC=C(C=N1)N)(F)F